perfluoropropanesulfonic acid anion FC(C(C(F)(F)F)(F)F)(S(=O)(=O)[O-])F